C(CCCCCCCCCCCCCCC)(=O)OCC(COC(CCCCCCCCCCCCCCC)=O)OC(CC(CCCCCCCCCCCC(=O)N1C=CC2=C1N=CN=C2N(C)[C@H]2CN(CC[C@H]2C)C(CC#N)=O)C)=O 2-((15-(4-(((3R,4R)-1-(2-cyanoacetyl)-4-methylpiperidin-3-yl)(methyl)amino)-7H-pyrrolo[2,3-d]pyrimidin-7-yl)-3-methyl-15-oxopentadecanoyl)oxy)propane-1,3-diyl dipalmitate